diazoninium [NH+]=1NC=CC=CC=CC1